CN(CCCOC=1C=C(C=C(C(=O)OCCCN(CCCCCCCCC(OC(CC)CCCCC)=O)CCCCCCCCC(=O)OC(CC)CCCCC)C1)C(=O)OCCCN(CCCCCCCCC(OC(CC)CCCCC)=O)CCCCCCCCC(=O)OC(CC)CCCCC)C bis(3-(bis(9-(octan-3-yloxy)-9-oxononyl)amino)propyl) 5-(3-(dimethylamino)propoxy)isophthalate